NC1CN(C1)C1=CC=C2C(=C1)COC21CN(C1)C[C@H]1CN(C[C@H](O1)C)C=1C=2N(C(=CC1)C#N)N=CC2 4-[(2S,6R)-2-[[6-(3-aminoazetidin-1-yl)spiro[1H-isobenzofuran-3,3'-azetidine]-1'-yl]methyl]-6-methyl-morpholin-4-yl]pyrazolo[1,5-a]pyridine-7-carbonitrile